C1(CCCCC1)NCC=1C=CC(=NC1)C=1C(=NC(=NC1)NC[C@H](CC)F)NC1CCC(CC1)O (1S,4r)-4-((5-(5-((cyclohexylamino)methyl)pyridin-2-yl)-2-(((S)-2-fluorobutyl)amino)pyrimidin-4-yl)amino)cyclohexan-1-ol